(5-((6-((R)-3-benzylisoxazolidin-2-yl)pyrimidin-4-yl)amino)-4-methoxy-2-(4-(tetrahydro-2H-pyran-4-yl)piperazin-1-yl)phenyl)acrylamide C(C1=CC=CC=C1)[C@H]1N(OCC1)C1=CC(=NC=N1)NC=1C(=CC(=C(C1)C(C(=O)N)=C)N1CCN(CC1)C1CCOCC1)OC